NC1CC(C1)O 1-amino-3-hydroxyl-cyclobutane